4-(6-Aminopyridin-3-yl)piperidine-1-carboxylic tert-butyl ester C(C)(C)(C)OC(=O)N1CCC(CC1)C=1C=NC(=CC1)N